(2S,4R)-1-((S)-2-amino-3,3-dimethylbutanoyl)-4-hydroxy-N-(4-(4-methylthiazole-5-yl)benzyl)pyrrolidin-2-carboxamide hydrochloride Cl.N[C@H](C(=O)N1[C@@H](C[C@H](C1)O)C(=O)NCC1=CC=C(C=C1)C1=C(N=CS1)C)C(C)(C)C